ClC=1C=C(C=NC1N1N=CC=N1)NC(=O)C=1C=NN(C1C)C1=CC=NC2=CC=CC=C12 N-(5-Chloro-6-(2H-1,2,3-triazol-2-yl)pyridin-3-yl)-5-methyl-1-(chinolin-4-yl)-1H-pyrazol-4-carboxamid